C(CCC)[N+](CCCC)(CCCC)CCCC.CC1=CC=C(C=C1)S(=O)[O-] p-toluenesulfinic acid tetrabutylammonium salt